C(C)OC(=O)C1=CNC2=CC=C(C=C2C1=O)N 6-amino-4-oxo-1,4-dihydroquinoline-3-carboxylic acid ethyl ester